C(CCCCCCCCCCCCCCC)C(C(=O)O)N(CC)CC cetyl-diethylaminoacetic acid